ClC1=NC2=CC=CC=C2C(=N1)N[C@@H](C[C@@H]1CC[C@@H](CC1)C1=CC=NC2=CC=C(C=C12)F)C 2-chloro-N-((R)-1-((cis)-4-(6-fluoroquinolin-4-yl)cyclohexyl)propan-2-yl)quinazolin-4-amine